C(C)(C)(C)OC(=O)N1C[C@H](CC1)NC=1SC=C(N1)C(F)(F)F (S)-3-(4-(trifluoromethyl)thiazol-2-ylamino)pyrrolidine-1-carboxylic acid tert-butyl ester